6-amino-1-(tert-butoxycarbonyl)indoline-5-carboxylic acid NC1=C(C=C2CCN(C2=C1)C(=O)OC(C)(C)C)C(=O)O